diazomethylenephosphane (2S)-methyl-2-(2-(((benzyloxy)carbonyl)amino)-3-(1-methylcyclopropyl)propanamido)-3-((S)-2-oxopiperidin-3-yl)propanoate COC([C@H](C[C@H]1C(NCCC1)=O)NC(C(CC1(CC1)C)NC(=O)OCC1=CC=CC=C1)=O)=O.[N+](=[N-])=C=P